C(CCCCCCCCCCCCCCC)N1C(CCC1=O)=O N-hexadecyl-2,5-dioxopyrrolidine